ClC=1C=CC=C2[C@H](CCOC12)NC(=O)NC1=NN(C=C1)C1=CC=CC=C1 1-[(4S)-8-chlorochroman-4-yl]-3-(1-phenylpyrazol-3-yl)urea